(1SR,2SR)-N-[[(2S)-2-(3-cyanophenyl)oxetan-2-yl]methyl]-2-prop-1-ynyl-cyclopropanecarboxamide C(#N)C=1C=C(C=CC1)[C@]1(OCC1)CNC(=O)[C@@H]1[C@H](C1)C#CC |&1:16,17|